C(C)(C)(C)OC(=O)N1CC2(C1)CC(C2)CC2=NC(=NO2)C(F)(F)F 6-[[3-(trifluoromethyl)-1,2,4-oxadiazol-5-yl]methyl]-2-azaspiro[3.3]heptane-2-carboxylic acid tert-butyl ester